2-Amino-2-(benzo[d]thiazol-5-yl)acetonitrile NC(C#N)C=1C=CC2=C(N=CS2)C1